6-chloro-7-tert-butyl-8-deuteromethyl-2-trifluoromethyl-2H-benzopyran-3-carboxylic acid ClC=1C(=C(C2=C(C=C(C(O2)C(F)(F)F)C(=O)O)C1)C[2H])C(C)(C)C